FC=1C=C(C=C(C1[Si](C)(C)C)F)NC(C(N1C(CCC1)=O)C1=CC=C(C=C1)COC)=O N-(3,5-difluoro-4-(trimethylsilyl)phenyl)-2-(4-(methoxymethyl)phenyl)-2-(2-oxopyrrolidin-1-yl)acetamide